C(C)(C)(C)OC(=O)N1CCN(CC1)C1=NC=NC2=CC(=C(C=C12)Cl)C1=NC(=CC2=CC=CC=C12)N 4-[7-(3-amino-1-isoquinolinyl)-6-chloro-quinazolin-4-yl]piperazine-1-carboxylic acid tert-butyl ester